{1,4,7-triazacyclodecane-1,7-diylbis[methylene(2-hydroxy-5-methyl-3,1-phenylene)]}bis(2,3-dihydroxypropionamide) N1(CCNCCN(CCC1)CC=1C(=C(C=C(C1)C)C(C(=O)N)(CO)O)O)CC=1C(=C(C=C(C1)C)C(C(=O)N)(CO)O)O